(S)-(3-(3,5-difluorophenyl)-1-((4-methoxyphenyl)(methyl)amino)-1-oxoprop-2-yl)carbamic acid tert-butyl ester C(C)(C)(C)OC(N[C@H](C(=O)N(C)C1=CC=C(C=C1)OC)CC1=CC(=CC(=C1)F)F)=O